3-(3'-ethoxy-4'-(7-oxo-6,7-dihydro-3H-[1,2,3]triazolo[4,5-d]pyrimidin-5-yl)-[1,1'-biphenyl]-3-yl)-2,2-dimethylpropionic acid C(C)OC=1C=C(C=CC1C=1NC(C2=C(N1)NN=N2)=O)C2=CC(=CC=C2)CC(C(=O)O)(C)C